N-((6S,7S)-5-((S)-2-cyclopropyl-2-hydroxyacetyl)-6-((2,3',5'-trifluoro-[1,1'-biphenyl]-3-yl)methyl)-5-azaspiro[2.4]heptan-7-yl)-1-fluoromethanesulfonamide C1(CC1)[C@@H](C(=O)N1CC2(CC2)[C@@H]([C@@H]1CC=1C(=C(C=CC1)C1=CC(=CC(=C1)F)F)F)NS(=O)(=O)CF)O